(3ar,4as,7ar,7br)-7a-(benzyloxy)-2,2-dimethylhexahydrofuro[3',4':4,5]furo[2,3-d][1,3]dioxol-5-ol C(C1=CC=CC=C1)O[C@]12[C@H](O[C@@H]3OC(O[C@@H]31)(C)C)C(OC2)O